C(=O)C1CCC(CC1)N1N=C2C=C(C(=CC2=C1)NC(=O)[C@@H]1OCCCC1)OC (2R)-N-[2-(4-formylcyclohexyl)-6-methoxy-indazol-5-yl]tetrahydropyran-2-carboxamide